F[C@@H]1C[C@H](N(C1)C)[C@H](C)OC1=CC(=NC(=N1)C1=CC(=NO1)C(C)(C)C1=C(C=CC=C1)F)O[C@@H]1C[C@H](NCC1)CC#N 2-[(2R,4S)-4-({6-[(1S)-1-[(2S,4R)-4-Fluoro-1-methylpyrrolidin-2-yl]ethoxy]-2-{3-[2-(2-fluorophenyl)propan-2-yl]-1,2-oxazol-5-yl}pyrimidin-4-yl}oxy)piperidin-2-yl]acetonitrile